2-[(2-dodecylcarbamoyl-ethyl)-2-{(2-dodecylcarbamoyl-ethyl)-[2-(2-dodecylcarbamoyl-ethylamino)-ethyl]-amino}-ethyl-amino]propanamide C(CCCCCCCCCCC)NC(=O)CCN(C(C(=O)N)C)CCN(CCNCCC(NCCCCCCCCCCCC)=O)CCC(NCCCCCCCCCCCC)=O